phenylhydroxyhexynoic acid C1(=CC=CC=C1)C(C#CC(=O)O)(CC)O